3-(2-chloro-3,4-dihydroxyphenyl)isoxazole-5-carbohydrazide ClC1=C(C=CC(=C1O)O)C1=NOC(=C1)C(=O)NN